1-(1H-indazol-1-yl)-2,4,6-triphenylpyridine N1(N=CC2=CC=CC=C12)N1C(C=C(C=C1C1=CC=CC=C1)C1=CC=CC=C1)C1=CC=CC=C1